C(CCC)C=1C(=C(C=CC1C)O)N1N=C2C(=N1)C=CC(=C2)Cl butyl-2-(5-chloro-2H-benzotriazole-2-yl)-4-methylphenol